ClCN(C(OC)=O)C methyl N-(chloromethyl)-N-methyl-carbamate